platinum cobalt salt [Co].[Pt]